bis[6-(3,5-di-methoxyphenyl)-1H-indolyl]chlorophosphine COC=1C=C(C=C(C1)OC)C1=CC=C2C=CN(C2=C1)P(Cl)N1C=CC2=CC=C(C=C12)C1=CC(=CC(=C1)OC)OC